N-(2-oxo-2-(piperazin-1-yl)ethyl)acrylamide trifluoroacetate salt FC(C(=O)O)(F)F.O=C(CNC(C=C)=O)N1CCNCC1